ClC1=NC=C(C(=N1)C1=CC(=CC=C1)C1CCC1)Cl 2,5-dichloro-4-(3-cyclobutylphenyl)pyrimidine